NC=1N=C(N=NC1C1=NC=CC(=C1)C(=O)O)N1CCC(CC1)(C)N 2-[5-amino-3-(4-amino-4-methylpiperidin-1-yl)-1,2,4-triazin-6-yl]pyridine-4-carboxylic acid